ClC=1N=C(NC1[C@H]1[C@H](CN(CC1)S(=O)(=O)CCOC)C)C1=NC=C(C=C1)F 2-[4-Chloro-5-[(3R,4R)-1-(2-methoxyethylsulfonyl)-3-methyl-4-piperidyl]-1H-imidazol-2-yl]-5-fluoro-pyridine